5-benzyloxy-3,4-dichloro-2(5H)furanone C(C1=CC=CC=C1)OC1C(=C(C(O1)=O)Cl)Cl